4-[(7-chloro-2-methoxy-pyrido[3,2-b]quinolin-10-yl)amino]-2,6-bis(pyrrolidin-1-ylmethyl)phenol ClC=1C=CC=2C(=C3C(=NC2C1)C=CC(=N3)OC)NC3=CC(=C(C(=C3)CN3CCCC3)O)CN3CCCC3